Cl.C[N+](CCC1CCNCC1)(C)[O-] N,N-Dimethyl-2-(piperidin-4-yl)ethanamine oxide, hydrochloride